C(C)[C@H]1OC2=C(CNC1)C=C1C(=C2)OC(O1)(F)F (R)-6-ethyl-2,2-difluoro-6,7,8,9-tetrahydro-[1,3]dioxolo[4',5':4,5]benzo[1,2-f][1,4]oxazepine